tert-Butyl-4-(2-(2,6-dioxopiperidin-3-yl)-4-fluoro-1-oxoisoindolin-5-yl)piperidine-1-carboxylate C(C)(C)(C)OC(=O)N1CCC(CC1)C=1C(=C2CN(C(C2=CC1)=O)C1C(NC(CC1)=O)=O)F